C(C)(C)(C)OC(NCC#CC(=O)NC1=CC=C(C=C1)N[C@@H]1C[C@@H](N(C2=CC=CC=C12)C(CC)=O)C)=O tert-butyl(4-((4-(((2S,4R)-2-methyl-1-propionyl-1,2,3,4-tetrahydroquinolin-4-yl)amino)phenyl)amino)-4-oxobut-2-yn-1-yl)carbamate